(S)-2-((((9H-fluoren-9-yl)methoxy)carbonyl)(methyl)amino)-3-([1,1'-biphenyl]-3-yl)propanoic acid C1=CC=CC=2C3=CC=CC=C3C(C12)COC(=O)N([C@H](C(=O)O)CC=1C=C(C=CC1)C1=CC=CC=C1)C